O=C1NC(CCC1N1C(N(C2=C1C=CC=C2N2[C@@H]1CN([C@H](C2)C1)C(=O)OC(C)(C)C)C)=O)=O Tert-butyl (1S,4S)-5-[1-(2,6-dioxo-3-piperidyl)-3-methyl-2-oxo-benzimidazol-4-yl]-2,5-diazabicyclo[2.2.1]heptane-2-carboxylate